6-{[5-(3-tert-butyl-2-oxoimidazolidin-1-yl)pyridin-2-yl]amino}-4-{[3-methoxy-4-(1-methyl-1H-1,2,4-triazol-3-yl)pyridin-2-yl]amino}-N-(2H3)methylpyridazine-3-carboxamide C(C)(C)(C)N1C(N(CC1)C=1C=CC(=NC1)NC1=CC(=C(N=N1)C(=O)NC([2H])([2H])[2H])NC1=NC=CC(=C1OC)C1=NN(C=N1)C)=O